Cl.CN1N=C(C2=CC=CC(=C12)N1CC(CC1)CC1CCNCC1)C1C(NC(CC1)=O)=O 3-(1-methyl-7-(3-(piperidin-4-ylmethyl)pyrrolidin-1-yl)-1H-indazol-3-yl)piperidine-2,6-dione hydrochloride